C1(CCC1)CN[C@H]1CN(CCC1)C1=CC(N(C=C1)C(C)N1N=NC(=C1)C=1C=NC=CC1)=O 4-((R)-3-((cyclobutylmethyl)amino)piperidin-1-yl)-1-(1-(4-(pyridin-3-yl)-1H-1,2,3-triazol-1-yl)ethyl)pyridin-2(1H)-one